N-(4-((benzyloxy)methyl)-3-fluorophenyl)-2-fluoro-5-(7-methyl-3H-[1,2,3]triazolo[4,5-d]pyrimidin-5-yl)benzamide C(C1=CC=CC=C1)OCC1=C(C=C(C=C1)NC(C1=C(C=CC(=C1)C=1N=C(C2=C(N1)NN=N2)C)F)=O)F